3-methyl-4-((1-methyl-1H-benzo[d]imidazol-5-yl)oxy)aniline CC=1C=C(N)C=CC1OC1=CC2=C(N(C=N2)C)C=C1